1,3-dimethyltetraphenyldisilazane C[Si](N[Si](C)(C1=CC=CC=C1)C1=CC=CC=C1)(C1=CC=CC=C1)C1=CC=CC=C1